6-(1-methyl-1H-indol-5-yl)-pyrimidin CN1C=CC2=CC(=CC=C12)C1=CC=NC=N1